tin-lead-zinc-antimony [Sb].[Zn].[Pb].[Sn]